2-Amino-6-cyano-6-(cyclobutylmethyl)-7-oxo-4,5,6,7-tetrahydrobenzo[b]thiophene NC1=CC2=C(S1)C(C(CC2)(CC2CCC2)C#N)=O